C1(CCC1)CNC1=CC(=C2C=NC(=NC2=C1)CSC1CCNCC1)F 7-((cyclobutylmethyl)amino)-5-fluoro-2-((piperidin-4-ylthio)methyl)quinazolin